CC(C(=O)OC1(CCC1)C1=CC(=CC=C1)Br)(CC1=NC(=CC=C1)[C@@](C(=O)NNC)(CCCC(CS(=O)(=O)CCO)(C)C)C)C (3-bromophenyl)cyclobutan-1-ol methyl-(2S)-3-(6-(7-((2-hydroxyethyl)sulfonyl)-2,6,6-trimethyl-1-(2-methylhydrazineyl)-1-oxoheptan-2-yl)pyridin-2-yl)-2-methylpropanoate